N-[(5-cyclopropyl-6-fluoropyridin-2-yl)(phenyl)methyl]-4-fluoropyrrolidine-2-carboxamide C1(CC1)C=1C=CC(=NC1F)C(NC(=O)C1NCC(C1)F)C1=CC=CC=C1